methyl 2-(2-{2-[4-(5-fluoro-1-methylindazol-6-yl)indol-1-yl]acetamido}acetamido)acetate FC=1C=C2C=NN(C2=CC1C1=C2C=CN(C2=CC=C1)CC(=O)NCC(=O)NCC(=O)OC)C